NC1=NC=2C=C(C=CC2C2=C1N=C(N2CCC)CCOC)OC(NC(C)C)=O isopropylcarbamic acid 4-amino-2-(2-methoxyethyl)-1-propyl-1H-imidazo[4,5-c]quinolin-7-yl ester